1'-(1-(7-ethyl-6-carbonyl-5,6-dihydro-1,5-naphthyridin-3-yl)cyclopropyl)-N-methyl-1',2',3',6'-tetrahydro-[3,4'-bipyridine]-6-carboxamide C(C)C=1C(NC=2C=C(C=NC2C1)C1(CC1)N1CCC(=CC1)C=1C=NC(=CC1)C(=O)NC)=C=O